3,8-bis[1-(2-(3,5-difluorophenyl)ethoxy)ethyl]Porphyrin disodium salt [Na].[Na].FC=1C=C(C=C(C1)F)CCOC(C)C=1C=C2NC1C=C1C=C(C(=N1)C=C1C=CC(N1)=CC=1C=CC(N1)=C2)C(C)OCCC2=CC(=CC(=C2)F)F